P(=O)(O)([O-])[O-].[Na+].[Na+].C(C)(C)[SiH](N)C(C)C diisopropyl-aminosilane disodium hydrogen phosphate